3-(4-((5-((4'-chloro-5,5-dimethyl-3,4,5,6-tetrahydro-[1,1'-biphenyl]-2-yl)methyl)-2,5-diazabicyclo[2.2.2]octan-2-yl)methyl)-1-oxoisoindolin-2-yl)piperidine-2,6-dione ClC1=CC=C(C=C1)C1=C(CCC(C1)(C)C)CN1C2CN(C(C1)CC2)CC2=C1CN(C(C1=CC=C2)=O)C2C(NC(CC2)=O)=O